C(C)(C)(C)OC(=O)N1CCC(CCC1)C1=NC=NC=C1N 4-(5-amino-pyrimidin-4-yl)-azepane-1-carboxylic acid tert-butyl ester